methyl 3-methyl-1-(phenylsulfonyl)-1H-pyrrole-2-carboxylate CC1=C(N(C=C1)S(=O)(=O)C1=CC=CC=C1)C(=O)OC